IC1=CC2(CO2)C=C(C1=O)I 5,7-DIIODO-1-OXASPIRO[2.5]OCTA-4,7-DIEN-6-ONE